Methyl 2-([5-(3-cyclopropoxyphenyl)-1-[2-(pyrrolidin-1-yl)phenyl]-1H-pyrazol-3-yl]-methoxy)-2-methylpropanoate C1(CC1)OC=1C=C(C=CC1)C1=CC(=NN1C1=C(C=CC=C1)N1CCCC1)COC(C(=O)OC)(C)C